NC1=C(C=C(C=N1)C=1C=C2N(N1)CC[C@]21CN(CC1)C(=O)NC(C)C)C(F)(F)F (3R)-2'-[6-amino-5-(trifluoromethyl)pyridin-3-yl]-N-(propan-2-yl)-5',6'-dihydrospiro[pyrrolidine-3,4'-pyrrolo[1,2-b]pyrazole]-1-carboxamide